2-chloro-4-(1,3-dimethyl-1H-pyrazol-4-yl)-5-methoxypyrimidine ClC1=NC=C(C(=N1)C=1C(=NN(C1)C)C)OC